(3-((benzyl(methyl)amino)methyl)pyrrolidin-1-yl)(1-(3,4-dimethyl-2-(p-tolyl)-2H-pyrazolo[3,4-d]pyridazin-7-yl)piperidin-4-yl)methanone C(C1=CC=CC=C1)N(C)CC1CN(CC1)C(=O)C1CCN(CC1)C1=NN=C(C=2C1=NN(C2C)C2=CC=C(C=C2)C)C